ClC=1C=C(C(=O)NCCCN(C)C)C=CC1C=1N(C(=CC1)C1=CC=CC=C1)C=1C=NC=CC1C(F)(F)F 3-chloro-N-[3-(dimethylamino)-propyl]-4-[5-phenyl-1-[4-(trifluoromethyl)-3-pyridinyl]pyrrol-2-yl]benzamide